(Z)-4-(2-cyanovinyl)benzoic acid C(#N)\C=C/C1=CC=C(C(=O)O)C=C1